O1ONC=C1 1,2,3-dioxazole